6-hydroxy-1-phenyl-3,4-dihydroquinolin-2-one OC=1C=C2CCC(N(C2=CC1)C1=CC=CC=C1)=O